9-((4,5-dihydro-1H-imidazol-2-yl)methoxy)-5,6-dimethyl-6H-pyrido[4,3-b]carbazole N1C(=NCC1)COC1=CC=2C=3C=C4C(=C(C3N(C2C=C1)C)C)C=CN=C4